COC1=C(C(=CC(=C1)C=1C2=C(C(N(C1)C)=O)C=C(S2)C(NC2CCN(CC2)C)=O)OC)CN(CC(=O)OC(C)(C)C)C tert-butyl 2-[[(2,6-dimethoxy-4-[5-methyl-2-[(1-methylpiperidin-4-yl)carbamoyl]-4-oxothieno[3,2-c]pyridin-7-yl]phenyl)methyl] (methyl)amino]acetate